C1(CC1)C=1C(=CN(C(C1)=O)C[C@@]1(CCNCC12CCCC2)O)C(=O)OCC Ethyl (S)-4-cyclopropyl-1-((10-hydroxy-7-azaspiro[4.5]decan-10-yl)methyl)-6-oxo-1,6-dihydropyridine-3-carboxylate